(E)-(4-(((4-((2-(aminomethyl)-3-fluoroallyl)oxy)phenyl)sulfonyl)methyl)phenyl)(pyrrolidin-1-yl)methanone NC/C(/COC1=CC=C(C=C1)S(=O)(=O)CC1=CC=C(C=C1)C(=O)N1CCCC1)=C\F